C(C)(=O)O[O-].[Na+] Sodium peroxyacetate